BrCC1=CC=C(C=C1)CC1CC1 1-(bromomethyl)-4-(cyclopropylmethyl)benzene